C(C)(C)O[Ti](C1=C(C=CC=C1)C)(OC(C)C)OC(C)C triisopropoxy-(o-methylphenyl)titanium